mono-mesylate hydrate O.S(C)(=O)(=O)O